CN1N=CC2=CC(=CC=C12)NC1=NC=C2C(=N1)N(N(C2=O)CC=C)C2=NC(=CC=C2)N[C@H]2CNCC2 6-[(1-methyl-1H-indazol-5-yl)amino]-2-(prop-2-en-1-yl)-1-(6-{[(3R)-pyrrolidin-3-yl]amino}pyridin-2-yl)-1H,2H,3H-pyrazolo[3,4-d]pyrimidin-3-one